NC1=CC=C(C=C1)SC1=CC(=C(N)C=C1)C1=CC=CC=C1 4-((4-aminophenyl)thio)-2-phenylaniline